methylbenzothiophene-5-carboxylate COC(=O)C=1C=CC2=C(C=CS2)C1